COC1=CC=C(CSC2=C(C(N(N=C2C)C)=O)C)C=C1 5-((4-methoxybenzyl)thio)-2,4,6-trimethylpyridazin-3(2H)-one